6-imidazolyl-N,N-dimethylisoquinoline-1-amine N1C(=NC=C1)C=1C=C2C=CN=C(C2=CC1)N(C)C